CC=1N=C2N(C=C(C=C2C#N)C=2N=C3C(=NC2)N=C(S3)OC3CC(NC(C3)(C)C)(C)C)C1 2-methyl-6-{2-[(2,2,6,6-tetramethylpiperidin-4-yl)oxy][1,3]thiazolo[4,5-b]pyrazin-6-yl}imidazo[1,2-a]pyridine-8-carbonitrile